O[C@H]1[C@@H](C2=CC=CC=C2CC1)SC(=O)C1=CC=CC=C1 |r| racemic-[trans-(2-hydroxy-1,2,3,4-tetrahydronaphthalen-1-yl)sulfanyl](phenyl)methanone